COCC(C)(C)N1N=CC(=C1)B1OC(C(O1)(C)C)(C)C 1-(2-methoxy-1,1-dimethyl-ethyl)-4-(4,4,5,5-tetramethyl-1,3,2-dioxaborolan-2-yl)pyrazole